C(C=C)C1CCN(CC1)C1=C(C(=O)NC2=NC(=NC(=C2)C)N2CC(CCC2)C=C)C=CC(=C1)Br 2-(4-allylpiperidin-1-yl)-4-bromo-N-(6-methyl-2-(3-vinylpiperidin-1-yl)pyrimidin-4-yl)benzamide